NCCOCCOCCC(=O)NC1=C(C(=O)NC=2N=NC(=CC2)OC2CC2)C=CC=C1 2-(3-(2-(2-aminoethoxy)ethoxy)propanamido)-N-(6-cyclopropoxypyridazin-3-yl)benzamide